5-methyl-1H-imidazo[5,1-f][1,2,4]triazin-4-one CC=1N=CN2NC=NC(C21)=O